3-Aminocyclohexanol NC1CC(CCC1)O